5-{4-[3-(5-Ethyl-6-oxo-1H-pyridin-2-yl)piperidin-1-yl]piperidin-1-yl}-N-methylpyridine-2-carboxamide C(C)C1=CC=C(NC1=O)C1CN(CCC1)C1CCN(CC1)C=1C=CC(=NC1)C(=O)NC